NC1COC2=CC(=CC(=C2C1)F)N1CC2CCC(C1)N2C(=O)OC(C)(C)C tert-Butyl 3-(3-amino-5-fluorochroman-7-yl)-3,8-diazabicyclo[3.2.1]octane-8-carboxylate